tert-Butyl 3-(4-bromo-2,5-dimethoxyphenyl)-3-methoxyazetidine-1-carboxylate BrC1=CC(=C(C=C1OC)C1(CN(C1)C(=O)OC(C)(C)C)OC)OC